7-bromo-N-[5-(2,2-difluoroethyl)-3-fluoro-6-methoxy-2-pyridyl]imidazo[1,2-a]pyridine-3-sulfonamide BrC1=CC=2N(C=C1)C(=CN2)S(=O)(=O)NC2=NC(=C(C=C2F)CC(F)F)OC